C(CCCCCCCCCCC)C1CCC(=O)OCC1 4-dodecyl-ε-caprolactone